CN1CCN(CC1)C=1C=C(C=CC1)NC1=CC=C2C(=N1)NC=C2C=2C=C1CCNC(C1=CC2)=O 6-(6-((3-(4-methylpiperazin-1-yl)phenyl)amino)-1H-pyrrolo[2,3-b]pyridin-3-yl)-3,4-dihydroisoquinolin-1(2H)-one